CN(CC(=O)N1CC(OCC1(C)C)C=1C=C2C(=C(NC2=CC1)C=1C=C(C=2N(C1)N=CN2)C)C(C)C)C 2-(Dimethylamino)-1-(2-(3-isopropyl-2-(8-methyl-[1,2,4]triazolo[1,5-a]pyridin-6-yl)-1H-indol-5-yl)-5,5-dimethylmorpholino)ethanon